Methyl 2-oxo-3β,7β-dimethoxymethoxyl-5β-cholanoate O=C1[C@@H](C[C@H]2C[C@@H]([C@H]3[C@@H]4CC[C@H]([C@@H](CC(C(=O)OC)OC)C)[C@]4(CC[C@@H]3[C@]2(C1)C)C)OC)OC